NC(CNCCCCCCCCCCC[Si](OC)(OC)OC)CCCCCCCCC N-(2-AMINOUNDECYL)-11-AMINOUNDECYL-TRIMETHOXYSILANE